C[C@]12CC(C[C@](CCC1)(N2)C)N(C2=CC=C(N=N2)C2=C(C=C(C=C2)C2=CC(N(C=C2)C)=O)O)C 4-(4-(6-(((1R,3S,5S)-1,5-dimethyl-9-azabicyclo[3.3.1]nonan-3-yl)(methyl)amino)pyridazin-3-yl)-3-hydroxyphenyl)-1-methylpyridin-2(1H)-one